BrCC1=C(C(=O)OC)C=CC(=C1)CBr methyl 2,4-di(bromomethyl)benzoate